C(C)O[Si](CCCN1C=NCC1)(OCC)OCC triethoxy-3-(2-imidazolin-1-yl)propyl-silane